trans-4-(3-styryl-1H-indazol-6-yl)pyrimidin-2-amine C(=C\C1=CC=CC=C1)/C1=NNC2=CC(=CC=C12)C1=NC(=NC=C1)N